1-(2-methoxyethyl)-3,5-dimethylpyrazol-4-amine COCCN1N=C(C(=C1C)N)C